1,16,17-trihydroxy-17-(2-hydroxyacetyl)-10,13-dimethyl-7,8,9,11,12,14,15,16-octahydro-6H-cyclopenta[a]phenanthren-3-one OC1=CC(C=C2CCC3C4CC(C(C4(CCC3C12C)C)(C(CO)=O)O)O)=O